C(C)OC(=O)C=1N=NNC1NC1=CC(=CC=C1)Br 5-((3-bromophenyl)amino)-1H-1,2,3-triazole-4-carboxylic acid ethyl ester